BrC1=C(C(=CC=2OCCOC21)N)C 5-bromo-6-methyl-2,3-dihydro-1,4-benzodioxin-7-amine